C1(CC1)C=1C(=NC=CC1N1N=C(C(=C1C)C(C)C)I)NN 3-cyclopropyl-2-hydrazinyl-4-[3-iodo-5-methyl-4-(propan-2-yl)-1H-pyrazol-1-yl]pyridine